tert-butylphenol oxide C(C)(C)(C)C12C(C=CC=C1)(O)O2